NC1CCN(CC1)C=1N(C(C(=C(N1)C1=CC(=C(C#N)C=C1)F)C=1C=C2C=NN(C2=CC1)C)=O)C 4-[2-(4-amino-piperidin-1-yl)-1-methyl-5-(1-methyl-1H-indazol-5-yl)-6-oxo-1,6-dihydro-pyrimidin-4-yl]-2-fluoro-benzonitrile